N-(5-fluoropyridin-3-yl)-3-(1-isopropyl-2-methyl-1H-imidazo[4,5-b]pyridin-6-yl)-1H-pyrrolo[2,3-b]pyridine-5-carboxamide FC=1C=C(C=NC1)NC(=O)C=1C=C2C(=NC1)NC=C2C=2C=C1C(=NC2)N=C(N1C(C)C)C